5-(N-propyl-3-cyanoindol-5-yl)isoxazole-3-carboxylic acid ethyl ester C(C)OC(=O)C1=NOC(=C1)C=1C=C2C(=CN(C2=CC1)CCC)C#N